C(C)(C)(C)OC(=O)N1CC(CC(C1)COS(=O)(=O)C)(F)F 3,3-Difluoro-5-(methylsulfonyloxymethyl)piperidine-1-carboxylic acid tert-butyl ester